CC1=CC(=C(C=C1)C1(CC(=CC=C1O)C1=C(C=C(C=C1)C)C(C)(C)C)C)C(C)(C)C 2,4-bis-(4-methyl-tert-butylphenyl)cresol